CCCCCCC(CCCCCCCC)S pentadecane-7-thiol